2-[1-[2-(3,3-dimethylpyrrolidin-1-yl)-3,6-dimethyl-4-oxo-quinazolin-8-yl]ethylamino]benzoic acid CC1(CN(CC1)C1=NC2=C(C=C(C=C2C(N1C)=O)C)C(C)NC1=C(C(=O)O)C=CC=C1)C